dimethyl ((4-((bis(diisopropylamino)phosphaneyl)oxy)cyclohexyl)methyl)phosphonate C(C)(C)N(C(C)C)P(OC1CCC(CC1)CP(OC)(OC)=O)N(C(C)C)C(C)C